CCC(=O)N(C)C N,N-DIMETHYLPROPANAMIDE